4-((((2-Carboxyethyl)thio)carbonothioyl)thio)-4-cyanopentanoic acid C(=O)(O)CCSC(=S)SC(CCC(=O)O)(C)C#N